(4-amino-7-fluoroimidazo[1,5-a]quinoxalin-8-yl)(3,3-dimethyl-4-phenylpyrrolidin-1-yl)methanone NC=1C=2N(C3=CC(=C(C=C3N1)F)C(=O)N1CC(C(C1)C1=CC=CC=C1)(C)C)C=NC2